2-methoxyethyl 1-hydroxy-2-(5H-imidazo[5,1-a]isoindol-5-yl)-8-azaspiro[4.5]decane-8-carboxylate OC1C(CCC12CCN(CC2)C(=O)OCCOC)C2N1C(C3=CC=CC=C23)=CN=C1